NCC(=O)NC=1C=CC(=C(C(=O)NCC=2SC3=C(N2)C=CC=C3)C1)C 5-(2-aminoacetamido)-N-(benzo[d]thiazol-2-ylmethyl)-2-methylbenzamide